CC[C@H]1CC[C@H]2[C@@H]3CC[C@H]4CCCC[C@]4(C)[C@H]3CC[C@]12C 5alpha-pregnan